(2S,4r)-1-[(2S)-2-(4-cyclopropyl-triazol-1-yl)-3,3-dimethyl-butyryl]-N-[1-(3,5-dichlorophenyl)-3-hydroxy-propyl]-4-hydroxy-pyrrolidine-2-carboxamide C1(CC1)C=1N=NN(C1)[C@H](C(=O)N1[C@@H](C[C@H](C1)O)C(=O)NC(CCO)C1=CC(=CC(=C1)Cl)Cl)C(C)(C)C